(S)-1-(1-((1-(((tert-butyldimethylsilyl)oxy)methyl)cyclopentyl)methyl)-6-chloro-1H-pyrazolo[4,3-c]pyridin-3-yl)pyrrolidin-3-ol [Si](C)(C)(C(C)(C)C)OCC1(CCCC1)CN1N=C(C=2C=NC(=CC21)Cl)N2C[C@H](CC2)O